SC(C(=O)OC(CCC)OC(C(C)(C)S)=O)(C)C Butanediol bis(2-mercaptoisobutyrate)